2,4-Dimethyl-hexane-1-ol CC(CO)CC(CC)C